aminophosphonic acid silicon [Si].NP(O)(O)=O